CC(=CC[SiH2]O)C dimethylallyl-silanol